5-Formyl-N-(3-((1s,3s)-3-methyl-1-(4-methyl-4H-1,2,4-triazol-3-yl)cyclobutyl)phenyl)-2-oxo-1-(2,2,2-trifluoroethyl)-1,2-dihydropyridine-3-carboxamide C(=O)C=1C=C(C(N(C1)CC(F)(F)F)=O)C(=O)NC1=CC(=CC=C1)C1(CC(C1)C)C1=NN=CN1C